(S,Z)-1-((5-chloro-3'-cyclobutoxy-[1,1'-biphenyl]-2-yl)sulfonyl)-4-fluoro-N-(4-(methylsulfonyl)but-3-en-2-yl)piperidine-4-carboxamide ClC=1C=CC(=C(C1)C1=CC(=CC=C1)OC1CCC1)S(=O)(=O)N1CCC(CC1)(C(=O)N[C@@H](C)\C=C/S(=O)(=O)C)F